The molecule is a chiral monoterpene consisting of cyclohexene having isopropyl and methyl substitents at the 3- and 6-positions respectively. It is a monoterpene and a cycloalkene. It derives from a hydride of a p-menthane. C[C@@H]1CC[C@H](C=C1)C(C)C